tert-butyl (3aR,6aR)-1-[(3R)-3-[3-amino-6-methylthieno[2,3-b]pyridine-2-amido]-5-fluoro-3,4-dihydro-2H-1-benzopyran-7-yl]-octahydropyrrolo[2,3-c]pyrrole-5-carboxylate NC1=C(SC2=NC(=CC=C21)C)C(=O)N[C@H]2COC1=C(C2)C(=CC(=C1)N1CC[C@H]2[C@@H]1CN(C2)C(=O)OC(C)(C)C)F